ClC=1C=C2C(=NC1OC)C(=C(N2C)C2=NNC(=N2)C(C)N(C)C)N2C=NC=C2 1-(3-(6-chloro-3-(1H-imidazol-1-yl)-5-methoxy-1-methyl-1H-pyrrolo[3,2-b]pyridin-2-yl)-1H-1,2,4-triazol-5-yl)-N,N-dimethylethan-1-amine